C(CC(=O)C)(=O)[O-].C(CC(=O)C)(=O)[O-].CC([O-])C.CC([O-])C.[Ti+4] titanium diisopropoxide di(acetoacetate)